(E)-1-bromo-3-(2-(phenylsulfonyl)vinyl)benzene BrC1=CC(=CC=C1)\C=C\S(=O)(=O)C1=CC=CC=C1